(S)-3-(3-(1-ethyl-1H-indol-6-yl)phenyl)-3-(3-(4-hydroxy-1-methyl-2-oxo-1,2-dihydropyridin-3-yl)ureido)propanoic acid C(C)N1C=CC2=CC=C(C=C12)C=1C=C(C=CC1)[C@H](CC(=O)O)NC(=O)NC=1C(N(C=CC1O)C)=O